CC1CCN(CC1)C1=C(CN2CCN(CC2)C(=O)NC2=CC(=CC=C2)C(F)(F)F)C=CC=C1 4-(2-(4-methylpiperidin-1-yl)benzyl)-N-(3-(trifluoromethyl)phenyl)piperazine-1-carboxamide